benzyl-(1R,3S)-3-aminocyclopentancarboxylat C(C1=CC=CC=C1)OC(=O)[C@H]1C[C@H](CC1)N